C1=CC(=CC=C1C2=CC=C(C=C2)NN)NN DiAminoBenzidine